CN1C(C2=C(C=C1CC1=CC=C(C=C1)C1=NC=CC=C1)N(N=C2)C2CCOCC2)=O 5-methyl-6-[[4-(2-pyridinyl)phenyl]methyl]-1-tetrahydropyran-4-yl-pyrazolo[4,3-c]pyridin-4-one